C(C)(CC)OC(C)CC di(secondary butyl) ether